C1(C=C(C=CC1(O)N)N)C p-cresolDiamine